COC1=CC=C2NC=C(CCNC)C2=C1 5-Methoxy-N-methyltryptamine